O(P([O-])(=O)OP(=O)([O-])[O-])CCC(C)C isopentyl Diphosphate